FC1(CCN(CC1)C1=NC=2C(=CC(=CC2C=2N1C=C(N2)C(F)(F)F)C)C(C)NC2=C(C=CC=C2)C2=NN=NN2)F N-(1-(5-(4,4-difluoropiperidin-1-yl)-9-methyl-2-(trifluoromethyl)imidazo[1,2-c]quinazolin-7-yl)ethyl)-2-(1H-tetrazol-5-yl)aniline